ClC1=C(C=C(C(=O)N2CC=3N=C(N(C(C3C[C@H]2C)=O)C2=NN(C(=C2)C(=O)NC)C(C)C)NC(C)C)C=C1)C(F)(F)F (R)-3-(7-(4-Chloro-3-(trifluoromethyl)benzoyl)-2-(isopropylamino)-6-methyl-4-oxo-5,6,7,8-tetrahydropyrido[3,4-d]pyrimidin-3(4H)-yl)-1-isopropyl-N-methyl-1H-pyrazole-5-carboxamide